(S)-Benzyl 4-(3-(3-carbamimidoylphenyl)-2-(4-methylphenylsulfonamido)propanoyl)piperazine-1-carboxylate C(N)(=N)C=1C=C(C=CC1)C[C@@H](C(=O)N1CCN(CC1)C(=O)OCC1=CC=CC=C1)NS(=O)(=O)C1=CC=C(C=C1)C